N,N'-dioctylhexylethoxymalonamide C(CCCCCCC)NC(C(C(=O)NCCCCCCCC)(OCC)CCCCCC)=O